2-chloro-N-cyclopropyl-5-(1-(2,6-dichloro-4-(perfluoropropan-2-yl)phenyl)-1H-pyrazol-4-yl)-N-(dimethylcarbamoyl)nicotinamide ClC1=C(C(=O)N(C(N(C)C)=O)C2CC2)C=C(C=N1)C=1C=NN(C1)C1=C(C=C(C=C1Cl)C(C(F)(F)F)(C(F)(F)F)F)Cl